CC1(CC=C(C=C1)N)N 1,4-toluenediamine